N1(CCC1)C=1C=CC=2C(N(C(C3=CC=CC1C23)=O)CCCCCN(CCCCCN)CCCCCN)=O 6-(azetidin-1-yl)-2-(5-(bis(5-aminopentyl)amino)pentyl)-1H-benzo[de]isoquinoline-1,3(2H)-dione